t-butyl α-(p-toluenesulfonyloxy)acetate CC1=CC=C(C=C1)S(=O)(=O)OCC(=O)OC(C)(C)C